ClC1=C(C=C(C=2C(=COC21)C=2CNCCC2)F)F 3-(7-chloro-4,6-difluoro-1-benzofuran-3-yl)-1,2,5,6-tetrahydropyridine